(3aR,5s,6aS)-2-acetyl-N-(5-chloro-4-(5,5-dimethyl-5,6-dihydro-4H-pyrrolo[1,2-b]pyrazol-3-yl)pyridin-2-yl)octahydrocyclopenta[c]pyrrole-5-carboxamide C(C)(=O)N1C[C@@H]2[C@H](C1)CC(C2)C(=O)NC2=NC=C(C(=C2)C2=C1N(N=C2)CC(C1)(C)C)Cl